OC[C@]1(OC2=CC(=C(C=C2CC1)NC(=O)C=1C=NN2C1N=CC=C2)N2CCOCC2)C (S)-N-(2-(hydroxymethyl)-2-methyl-7-morpholinochroman-6-yl)pyrazolo[1,5-a]pyrimidine-3-carboxamide